FC1CN(CCC1O)C(=O)C1=CC2=C(C=N1)C(=NN2CC(F)(F)F)NC2=NC=C(C=C2)F (3-Fluoro-4-hydroxy-piperidin-1-yl)-[3-(5-fluoro-pyridin-2-ylamino)-1-(2,2,2-trifluoro-ethyl)-1H-pyrazolo[4,3-c]pyridin-6-yl]-methanone